ClC1=C2C=CC=NC2=C(C(=C1)CN1CCC(CC1)CC1=CC=CC=C1)O 5-chloro-7-((4-phenylmethylpiperidin-1-yl)methyl)-8-hydroxyquinoline